(1S,2S)-N-(6-(5-chloro-7-(cyano(2,2,2-trifluoroacetylamino)methyl)-6-fluoro-1H-indazol-4-yl)imidazo[1,2-a]pyrazin-2-yl)-2-fluorocyclopropane-1-carboxamide ClC=1C(=C2C=NNC2=C(C1F)C(NC(C(F)(F)F)=O)C#N)C=1N=CC=2N(C1)C=C(N2)NC(=O)[C@H]2[C@H](C2)F